NC=1C(=NC2=C(C(=C(C=C2C1N[C@H]1C[C@H](N(CC1)C(=O)OC(C)(C)C)CC(=O)OC(C)(C)C)I)Br)F)N1CC(C1)(C)N(C)C tert-butyl (2S,4R)-4-((3-amino-7-bromo-2-(3-(dimethylamino)-3-methylazetidin-1-yl)-8-fluoro-6-iodoquinolin-4-yl)amino)-2-(2-(tert-butoxy)-2-oxoethyl)piperidine-1-carboxylate